3-(6-(Benzyl(tetrahydro-2H-pyran-4-yl)amino)-1-methyl-1H-pyrazolo[3,4-d]pyrimidin-3-yl)-2,6-difluoro-5-(trifluoromethyl)phenol C(C1=CC=CC=C1)N(C1=NC=C2C(=N1)N(N=C2C=2C(=C(C(=C(C2)C(F)(F)F)F)O)F)C)C2CCOCC2